ClC1=C(C=CC=2C3=C(NC12)CCN(C3C)C(=O)C3=NC=C(C(=N3)OC)OC)Cl (6,7-dichloro-1-methyl-1,3,4,5-tetrahydro-2H-pyrido[4,3-b]indol-2-yl)(4,5-dimethoxypyrimidin-2-yl)methanone